ClC1=C(C=CC=2C3=C(NC12)CCN([C@@H]3C)C(=O)NOC)Cl (R)-6,7-dichloro-N-methoxy-1-methyl-1,3,4,5-tetrahydro-2H-pyrido[4,3-b]indole-2-carboxamide